F[C@@H]1CN(CC1)C=1C2=C(N=CN1)CN(CC2)C(=O)C2=C(OC=1N=CN=C(C12)NC1(CC1)C)C 5-{4-[(3S)-3-fluoropyrrolidin-1-yl]-5H,6H,7H,8H-pyrido[3,4-d]pyrimidine-7-carbonyl}-6-methyl-N-(1-methylcyclopropyl)furo[2,3-d]pyrimidin-4-amine